C(C)N1C(=C(C2=CC(=CC=C12)[C@H]1[C@@H](C1)OCCC(=O)O)CC(CO)(C)C)C=1C(=NC=CC1)[C@H](C)OC 3-[(1R,2S)-2-[1-ethyl-3-(3-hydroxy-2,2-dimethylpropyl)-2-{2-[(1S)-1-methoxyethyl]pyridin-3-yl}indol-5-yl]cyclopropoxy]propanoic acid